3-(4-(2-(4-(ethylsulfonyl)phenyl)acetamido)phenyl)piperidine-1-carboxylic acid tert-butyl ester C(C)(C)(C)OC(=O)N1CC(CCC1)C1=CC=C(C=C1)NC(CC1=CC=C(C=C1)S(=O)(=O)CC)=O